FC(C(=O)O)(F)F.N1=CC(=C2N1C=CC=N2)C#N pyrazolo[1,5-a]Pyrimidine-3-carbonitrile monotrifluoroacetate salt